(3,4-Dihydroxyphenyl)-γ-valerolacton OC=1C=C(C=CC1O)C1C(=O)OC(C1)C